COC(=O)C=1NC2=C(C=C(C=C2C(C1)=C=O)F)CC=C 8-allyl-6-fluoro-4-carbonyl-1,4-dihydroquinoline-2-carboxylic acid methyl ester